C(C)(C)[C@@H](CCC(C)=O)\C=C\C(=C)C (5R,6E)-5-Isopropyl-8-methyl-6,8-nonadien-2-on